1-[5-methyl-1-[4-(trifluoromethyl)phenyl]pyrazol-3-yl]-4-[2-[3-(trifluoromethylsulfonyl)azetidin-1-yl]ethyl]piperazine CC1=CC(=NN1C1=CC=C(C=C1)C(F)(F)F)N1CCN(CC1)CCN1CC(C1)S(=O)(=O)C(F)(F)F